2-(5-(1-((1s,2r,3s,5r)-2-fluoro-1,5-dimethyl-9-azabicyclo[3.3.1]non-3-yl)vinyl)pyrazin-2-yl)-5-(1H-imidazol-1-yl)phenol F[C@H]1[C@@]2(CCC[C@](C[C@H]1C(=C)C=1N=CC(=NC1)C1=C(C=C(C=C1)N1C=NC=C1)O)(N2)C)C